C(N1N=C(C(=C1)NC=O)O[C@@H]1COC[C@@H]1O[Si](C1=CC=CC=C1)(C1=CC=CC=C1)C(C)(C)C)([2H])([2H])[2H] N-(1-(methyl-d3)-3-(((3R,4S)-4-((tert-butyldiphenylsilyl)oxy)tetrahydrofuran-3-yl)oxy)-1H-pyrazol-4-yl)formamide